C(C)OC1=CC=C(C=C1)N1C[C@@H]2[C@H](C1)CN(C2)C(=O)NCCCN2C(CCC2)=O cis-5-(4-Ethoxyphenyl)-N-(3-(2-oxopyrrolidin-1-yl)propyl)hexahydro-pyrrolo[3,4-c]pyrrole-2(1H)-carboxamide